CC1=CC(=NN1CC(=O)N1CCN(CC1)C=1SC2=C(N1)CCCC2=O)C(F)(F)F 2-{4-[2-(5-methyl-3-trifluoromethyl-pyrazol-1-yl)-acetyl]-piperazin-1-yl}-5,6-dihydro-4H-benzothiazol-7-one